OC(CCCCCCCCCCCC(=O)O)CCCCCCCCCC 13-Hydroxy-tricosanoic acid